bis(3-ethyl-benzothiazole-6-sulphonic acid) diammonium salt [NH4+].[NH4+].C(C)N1CSC2=C1C=CC(=C2)S(=O)(=O)[O-].C(C)N2CSC1=C2C=CC(=C1)S(=O)(=O)[O-]